COCCC(C)C (S)-1-methoxy-3-methylbutan